CCCCC/C=C\\C/C=C\\C(/C=C\\C/C=C\\CCCC(=O)O)O The molecule is a HETE that is arachidonic acid carrying a hydroxy substituent at position 10. It has a role as a human xenobiotic metabolite and a rat metabolite. It is a HETE and a secondary allylic alcohol. It derives from an arachidonic acid. It is a conjugate acid of a 10-HETE(1-).